C(CCC)C1=CC=C(C)C=C1 p-butyl-toluene